C(CC([2H])([2H])[2H])(=O)C=1C=CC=NC1 5-(propanoyl-3,3,3-d3)pyridin